N-((1-([1,2,4]Triazolo[1,5-a]pyridin-6-yl)-2-(6-methylpyridin-2-yl)-1H-imidazole-4-yl)methyl)-2-fluoroaniline N=1C=NN2C1C=CC(=C2)N2C(=NC(=C2)CNC2=C(C=CC=C2)F)C2=NC(=CC=C2)C